CC1=C2C(=[N+](C(=C1)NC1=NC=NC(=C1)NC1=NN(C=C1)C)[O-])C1(NC2=O)CCCCC1 4'-methyl-2'-((6-((1-methyl-1H-pyrazol-3-yl)amino)pyrimidin-4-yl)amino)-5'-oxo-5',6'-dihydrospiro[cyclohexane-1,7'-pyrrolo[3,4-b]pyridine] 1'-oxide